N-(3-((6-((4-fluorophenyl)amino)-1H-pyrazolo[3,4-d]pyrimidin-1-yl)methyl)phenyl)acrylamide FC1=CC=C(C=C1)NC1=NC=C2C(=N1)N(N=C2)CC=2C=C(C=CC2)NC(C=C)=O